BrC=1C=C(C=CC1)C=CC(=O)C1=C(C=CC=C1OC)O 3-(3-Bromophenyl)-1-(2-hydroxy-6-methoxyphenyl)prop-2-en-1-one